3-(5-(difluoromethyl)-1,3,4-thiadiazol-2-yl)-7-fluoro-8-(4-(1-methoxycyclopropane-1-carbonyl)piperazin-1-yl)-N-(1-methylcyclopropyl)imidazo[1,5-a]pyridine-6-sulfonamide FC(C1=NN=C(S1)C1=NC=C2N1C=C(C(=C2N2CCN(CC2)C(=O)C2(CC2)OC)F)S(=O)(=O)NC2(CC2)C)F